2-bromophenylacetic acid anilide BrC1=C(C=CC=C1)CC(=O)NC1=CC=CC=C1